tert-butyl (S)-3-((6-(3-(tert-butoxy)-2-((1,3-dioxoisoindolin-2-yl)oxy)-3-oxopropoxy)isoquinolin-1-yl)amino)azetidine-1-carboxylate C(C)(C)(C)OC([C@H](COC=1C=C2C=CN=C(C2=CC1)NC1CN(C1)C(=O)OC(C)(C)C)ON1C(C2=CC=CC=C2C1=O)=O)=O